ClC1=NC=CC(=N1)C=1C=CC2=C(N=C(O2)C)C1F (2-chloropyrimidin-4-yl)-4-fluoro-2-methylbenzo[d]oxazole